O=C(CNC(=O)C12CC(C1)(C2)NC(OC(C)(C)C)=O)[C@@H]2C[C@@H](C2)OC(F)(F)F tert-butyl (3-((2-oxo-2-((cis)-3-(trifluoromethoxy)cyclobutyl)ethyl)carbamoyl)bicyclo[1.1.1]pentan-1-yl)carbamate